C[C@]1(CN(CC1)C1=C(C=NC=C1C(=O)N1[C@@H](CCC1)C(F)(F)F)C1=NC2=C(N1)C=CC=C2C)N (3S)-3-methyl-1-[3-(4-methyl-1H-1,3-benzodiazol-2-yl)-5-[(2S)-2-(trifluoromethyl)pyrrolidine-1-carbonyl]pyridin-4-yl]pyrrolidin-3-amine